(S)-1'-(6-((2-amino-3-cyclopropylpyridin-4-yl)thio)-1,2,4-triazin-3-yl)-1,3-dihydrospiro[indene-2,4'-piperidin]-1-amine NC1=NC=CC(=C1C1CC1)SC1=CN=C(N=N1)N1CCC2(CC1)[C@@H](C1=CC=CC=C1C2)N